ClC1=C(C=C(C=C1)N(C(=O)NC=1SC2=C(N1)C=CC(=C2)Cl)C)C(F)(F)F 1-(4-chloro-3-(trifluoromethyl)phenyl)-3-(6-chlorobenzo[d]thiazol-2-yl)-1-methylurea